C(CC)([O-])=S Propanethioat